C1(CC1)C#C[C@@]1(N(C(NC2=CC(=C(C=C12)F)CN1C(NCC1=O)=O)=O)C)C(F)(F)F (S)-3-((4-(cyclopropylethynyl)-6-fluoro-3-methyl-2-oxo-4-(trifluoromethyl)-1,2,3,4-tetrahydroquinazolin-7-yl)methyl)imidazolidine-2,4-dione